ClC=1C=C2C(N(C(=NC2=CC1Cl)C1C(N(CCC1)C)CCNC(OCC1=CC=CC=C1)=O)CC(C)(C)C)=O benzyl (2-(3-(6,7-dichloro-3-neopentyl-4-oxo-3,4-dihydroquinazolin-2-yl)-1-methylpiperidin-2-yl)ethyl)carbamate